Glyceryl tricaprate CCCCCCCCCC(=O)OCC(COC(=O)CCCCCCCCC)OC(=O)CCCCCCCCC